CC=1C=NC=CC1N1C(C2=C(C=C1)C(=CN2)C2=NC(=NC=C2C(F)(F)F)NC2CNCCC2)=O 6-(3-methylpyridin-4-yl)-3-{2-[(piperidin-3-yl)amino]-5-(trifluoromethyl)pyrimidin-4-yl}-1H,6H,7H-pyrrolo[2,3-c]pyridin-7-one